N-(tert-butyl)-2-(5-(5-chloro-2-((oxan-4-yl)amino)pyrimidin-4-yl)-1-(2-(1,3-dioxoisoindolin-2-yl)ethyl)-3-oxoisoindolin-2-yl)-N-methylacetamide C(C)(C)(C)N(C(CN1C(C2=CC=C(C=C2C1=O)C1=NC(=NC=C1Cl)NC1CCOCC1)CCN1C(C2=CC=CC=C2C1=O)=O)=O)C